CN1CC(C1)(C)[C@@](C=1C=C(C=NC1)C#C[C@@H](C)C1=NC=NC=C1)(C1=CC=C(C=C1)C(C)C)O (R)-4-{5-[(R)-(1,3-Dimethyl-azetidin-3-yl)-hydroxy-(4-isopropyl-phenyl)-methyl]-pyridin-3-yl}-2-pyrimidin-4-yl-but-3-yn